(S)-4-(5-(5-fluoro-2-methoxypyridin-4-yl)-1H-pyrazole-3-carbonyl)-N-((3-hydroxybicyclo[1.1.1]pentan-1-yl)methyl)-4-azaspiro[2.5]octane-7-carboxamide FC=1C(=CC(=NC1)OC)C1=CC(=NN1)C(=O)N1C2(CC2)C[C@H](CC1)C(=O)NCC12CC(C1)(C2)O